ClC1=CC=C(C=C1)S(=O)(=O)C1(CC(C1)N(CC(=O)O)S(=O)(=O)C(F)(F)F)C1=C(C=CC(=C1)F)F N-[cis-3-[(4-chlorophenyl)sulfonyl]-3-(2,5-difluorophenyl)cyclobutyl]-N-[(trifluoromethyl)sulfonyl]glycine